4-hydroxy-1-phenyl-3-(2,2,2-trifluoroethan-1-one-1-yl)benzo[4,5]thieno[2,3-h]quinoline OC1=C(CN(C2=C3C(=CC=C12)SC1=C3C=CC=C1)C1=CC=CC=C1)C(C(F)(F)F)=O